FC=1C=C2CC(C(C2=CC1)=O)=O 5-fluoro-1H-indene-1,2(3H)-dione